5-(5-(3,5-dichloro-4-fluorophenyl)-5-(trifluoromethyl)-4,5-dihydroisoxazol-3-yl)-3-methyl-N-(2-(methylamino)-2-oxoethyl)-5,6-dihydro-4H-thieno[2,3-c]pyrrole-2-carboxamide ClC=1C=C(C=C(C1F)Cl)C1(CC(=NO1)N1CC2=C(C1)C(=C(S2)C(=O)NCC(=O)NC)C)C(F)(F)F